[K].ClC1=C(C(=O)O)C=C(C(=C1)Cl)F 2,4-dichloro-5-fluorobenzoic acid potassium